4-(aminomethyl)-N-(3-cyano-4-ethyl-1H-indol-7-yl)benzene-1-sulfonamide hydrochloride Cl.NCC1=CC=C(C=C1)S(=O)(=O)NC=1C=CC(=C2C(=CNC12)C#N)CC